C(C1=CC=CC=C1)OC(COCCOCC(=O)O)=O 2-(2-(2-(Benzyloxy)-2-oxoethoxy)ethoxy)acetic acid